ethyl 2-((1,1-difluoropropan-2-yl)amino)benzoate FC(C(C)NC1=C(C(=O)OCC)C=CC=C1)F